3',6'-bis(diethylamino)-2-{[(E)-[4-(4,4,5,5-tetramethyl-1,3,2-dioxaborolan-2-yl)phenyl]methylene]amino}-2,3-dihydrospiro[isoindole-1,9'-xanthen]-3-one C(C)N(C=1C=CC=2C3(C4=CC=C(C=C4OC2C1)N(CC)CC)N(C(C1=CC=CC=C13)=O)/N=C/C1=CC=C(C=C1)B1OC(C(O1)(C)C)(C)C)CC